5-chloro-1-(4-methylphenyl)-2-oxo-1,2-dihydroquinoxaline-3-carboxylic acid ClC1=C2N=C(C(N(C2=CC=C1)C1=CC=C(C=C1)C)=O)C(=O)O